N-[4-fluoro-5-(2-morpholin-4-ylpyridin-4-yl)-2-[rac-(3R,5S)-3,4,5-trimethylpiperazin-1-yl]phenyl]-1-methyl-6-oxo-4-(trifluoromethyl)pyridine-3-carboxamide FC1=CC(=C(C=C1C1=CC(=NC=C1)N1CCOCC1)NC(=O)C1=CN(C(C=C1C(F)(F)F)=O)C)N1C[C@H](N([C@H](C1)C)C)C |r|